C(C)(C)C1=C(NC2=CC=C(C=C12)OCC1CCN(CC1)CC(=O)NC)C=1C=C(C=2N(C1)N=CN2)C 2-(4-(((3-isopropyl-2-(8-methyl-[1,2,4]triazolo[1,5-a]pyridin-6-yl)-1H-indol-5-yl)oxy)methyl)piperidin-1-yl)-N-methylacetamide